4-[2-[[7-amino-2-(2-furyl)[1,2,4]-triazolo[2,3-a][1,3,5]triazin-5-yl]amino]ethyl]phenol NC1=NC(=NC=2N1N=C(N2)C=2OC=CC2)NCCC2=CC=C(C=C2)O